C=12C(=CC=CC1)C(=O)OC(=O)C=1C2=CC=CC1 2,2'-biphenyl-dicarboxylic anhydride